benzyl ((S)-(5-((R)-1-(5,5-difluoro-2-oxotetrahydropyrimidin-1(2H)-yl)-2-methoxyethyl)-benzo[d]oxazol-2-yl)((1r,4S)-4-fluorocyclohexyl)methyl)carbamate FC1(CNC(N(C1)[C@@H](COC)C=1C=CC2=C(N=C(O2)[C@H](C2CCC(CC2)F)NC(OCC2=CC=CC=C2)=O)C1)=O)F